N1-(4-ethyl-3,5-dimethylphenyl)cyclohexane-1,4-diamine C(C)C1=C(C=C(C=C1C)NC1CCC(CC1)N)C